C(=O)(O)CN1CCN(CCN(CCN(CC1)CC(=O)O)CC(=O)O)CC1=[N+](C=CC=C1)[O-] 2-((4,7,10-tris(carboxymethyl)-1,4,7,10-tetraazacyclododecan-1-yl)methyl)pyridine 1-oxide